3-hydroxycyclobutane-1,1-dicarboxylic acid dipropan-2-yl ester CC(C)OC(=O)C1(CC(C1)O)C(=O)OC(C)C